C(C)(C)(C)OC(=O)N(C/C=C/C(=O)O)C (E)-4-((tert-butoxycarbonyl)(methyl)amino)but-2-enoic acid